5-(cyclopropylmethyl)-4-(6-cyclopropylpyridin-3-yl)-2-(2-methyl-2H-indazol-5-yl)-3-oxo-3,5-dihydro-2H-pyrrolo[3,2-c]pyridazine-7-carbaldehyde C1(CC1)CN1C=C(C2=NN(C(C(=C21)C=2C=NC(=CC2)C2CC2)=O)C2=CC1=CN(N=C1C=C2)C)C=O